C(C)(C)(C)OC(=O)N1CC(C(CC1)C=O)C#N 3-cyano-4-formylpiperidine-1-carboxylic acid tert-butyl ester